C12(CC3CC(CC(C1)C3)C2)C=2N=C(C3=C(N2)OC(=C3C(=O)N)C)NC3(CC3)C (adamantan-1-yl)-6-methyl-4-[(1-methylcyclopropyl)amino]furo[2,3-d]pyrimidine-5-carboxamide